acryloyloxypropyl-triisopropoxysilane C(C=C)(=O)OCCC[Si](OC(C)C)(OC(C)C)OC(C)C